2-(7-(4-chlorophenyl)-9-methoxy-2-methyl-3-oxo-2,3,5,7-tetrahydrobenzo[5,6]oxepino[4,3-c]pyridin-5-yl)-N-ethylacetamide ClC1=CC=C(C=C1)C1C2=C(C3=CN(C(C=C3C(O1)CC(=O)NCC)=O)C)C=CC(=C2)OC